4-(((4-(4-Methoxy-3-methylphenyl)bicyclo[2.2.2]octan-1-yl)methyl)(4-(1-(1-methylcyclobutyl)-1H-pyrazol-4-yl)pyridin-2-yl)carbamoyl)(trans-cyclohexyl)(3-hydroxypropyl)carbamate COC1=C(C=C(C=C1)C12CCC(CC1)(CC2)CN(C(=O)[C@@H]2CC[C@H](CC2)N(C([O-])=O)CCCO)C2=NC=CC(=C2)C=2C=NN(C2)C2(CCC2)C)C